6-chloro-4-((4-(pentafluoro-λ6-sulfanyl)phenyl)amino)pyridazine-3-carboxylate ClC1=CC(=C(N=N1)C(=O)[O-])NC1=CC=C(C=C1)S(F)(F)(F)(F)F